BrC1=CC(=NC=C1)NC(=O)N1CCOCC1 N-(4-bromo-2-pyridinyl)morpholine-4-carboxamide